N(=C=O)CC1CCCCC1 isocyanatomethyl-cyclohexane